2-((4-oxo-2-(2-methoxyphenyl)-4H-benzopyran-3-yl)oxy)acetic acid O=C1C(=C(OC2=C1C=CC=C2)C2=C(C=CC=C2)OC)OCC(=O)O